[Cl-].C(C=C)(=O)OCC[N+]1=C(C=CC=C1)CCS(=O)(=O)C (2-acryloyloxyethyl)-2-(methylsulfonylethyl)pyridinium chloride